CC=1C=C(COC=2C=CC3=C(O[C@@H](CO3)CNC(=O)C3CCN(CC3)C)C2)C=CC1 1-Methyl-piperidine-4-carboxylic acid [(R)-7-(3-methyl-benzyloxy)-2,3-dihydro-benzo[1,4]dioxin-2-ylmethyl]-amide